Magnesium Selenit [Se](=O)([O-])[O-].[Mg+2]